N1=CCC2(C3=CC=CC=C13)CCCCC2 spiro[cyclohexane-1,4'-quinolin]